2-methoxyethyl 1-(((tetrahydro-2H-pyran-2-yl)oxy)carbamoyl)-8-(4-(4-(trifluoromethoxy)phenoxy)benzoyl)-3,8-diazabicyclo[3.2.1]octane-3-carboxylate O1C(CCCC1)ONC(=O)C12CN(CC(CC1)N2C(C2=CC=C(C=C2)OC2=CC=C(C=C2)OC(F)(F)F)=O)C(=O)OCCOC